(4-chloro-2-Fluorophenyl)boronic acid ClC1=CC(=C(C=C1)B(O)O)F